(3aR,5R,6S,6aS)-6-fluoro-2,2-dimethyltetrahydrofuro[2,3-d][1,3]Dioxole-5-carbaldehyde F[C@H]1[C@H](O[C@@H]2OC(O[C@@H]21)(C)C)C=O